O[11CH2]C[N+](C)(C)C [11C]-Choline